(3R,6R)-4-(6-chloro-7-(2-fluoro-6-methoxyphenyl)-1-(2-isopropyl-4-methylpyridin-3-yl)-3-nitro-2-oxo-1,2-dihydro-1,8-naphthyridin-4-yl)-6-methylpiperazine-1,3-dicarboxylate ClC=1C=C2C(=C(C(N(C2=NC1C1=C(C=CC=C1OC)F)C=1C(=NC=CC1C)C(C)C)=O)[N+](=O)[O-])N1[C@H](CN([C@@H](C1)C)C(=O)[O-])C(=O)[O-]